6-(7-methoxy-6-(4-methoxyphenyl)-2,3-diphenylpyrazolo[1,5-a]pyrimidin-5-ylamino)pyrazine-2-carbonitrile COC1=C(C(=NC=2N1N=C(C2C2=CC=CC=C2)C2=CC=CC=C2)NC2=CN=CC(=N2)C#N)C2=CC=C(C=C2)OC